IC=1C=C2N=CC(=NC2=CC1)C(=O)N 6-iodoquinoxaline-2-carboxamide